2,2',6-trimethylbiphenyl CC1=C(C(=CC=C1)C)C1=C(C=CC=C1)C